6-chloro-N-(2-fluorophenyl)-2-(2-pyridyl)-5-(trifluoromethyl)-4-pyrimidinamine ClC1=C(C(=NC(=N1)C1=NC=CC=C1)NC1=C(C=CC=C1)F)C(F)(F)F